N-(4-(4-(aminomethyl)-3-methylphenyl)pyridin-2-yl)-2-fluorocyclopropane-1-carboxamide hydrochloride Cl.NCC1=C(C=C(C=C1)C1=CC(=NC=C1)NC(=O)C1C(C1)F)C